NC=1N=CC(=NC1C)C#CC=1SC=C(N1)C(=O)NC1=CC(=C(C=C1)CN1CCN(CC1)C)C(F)(F)F 2-((5-amino-6-methylpyrazin-2-yl)ethynyl)-N-(4-((4-methylpiperazin-1-yl)methyl)-3-(trifluoromethyl)phenyl)Thiazole-4-carboxamide